3-(2-(3-((2-((4,5-dimethylthiazol-2-yl)carbamoyl)phenyl)amino)-3-oxopropoxy)ethoxy)propanoic acid CC=1N=C(SC1C)NC(=O)C1=C(C=CC=C1)NC(CCOCCOCCC(=O)O)=O